FC=1C=CC2=C(CCO2)C1CNC1=NC=C(C=2N1C=NN2)C=2C=1N(C(=CC2)C2(CCC2)O)N=CN1 1-[8-(5-{[(5-fluoro-2,3-dihydro-1-benzofuran-4-yl)methyl]amino}-[1,2,4]triazolo[4,3-c]pyrimidin-8-yl)-[1,2,4]triazolo[1,5-a]pyridin-5-yl]cyclobutan-1-ol